sulfonyl-1,3,4-thiadiazole S(=O)(=O)=S1C=NN=C1